(6'R,7a'S)-7a'-(((tert-Butyldiphenylsilyl)oxy)methyl)-6'-fluorotetrahydro-1'H,3'H-spiro[cyclopropane-1,2'-pyrrolizin]-3'-one [Si](C1=CC=CC=C1)(C1=CC=CC=C1)(C(C)(C)C)OC[C@@]12C[C@H](CN2C(C2(C1)CC2)=O)F